1-(4-(4-AMINO-7-CYCLOPROPYL-7H-PYRROLO[2,3-D]PYRIMIDIN-5-YL)-2-FLUOROPHENYL)-3-(3-(DIFLUOROMETHYL)-4-((4-METHYLPIPERAZIN-1-YL)METHYL)PHENYL)UREA NC=1C2=C(N=CN1)N(C=C2C2=CC(=C(C=C2)NC(=O)NC2=CC(=C(C=C2)CN2CCN(CC2)C)C(F)F)F)C2CC2